1,3-di-n-butyl-imidazole bromide [Br-].C(CCC)N1CN(C=C1)CCCC